COC(=O)C1=NC(=C(N=C1)NCCN1CCCC1)Cl 6-chloro-5-((2-(pyrrolidin-1-yl)ethyl)amino)pyrazine-2-carboxylic acid methyl ester